NC1=NC(=C2N=CN(C2=N1)[C@H]1C=C[C@H](C1)COP(=O)(OCCSC(C(C)C)=O)N[C@@H](C)C(=O)OC)Cl Methyl ((((1S,4R)-4-(2-amino-6-chloro-9H-purin-9-yl)cyclopent-2-en-1-yl) methoxy)(2-(isobutyrylthio)ethoxy)phosphoryl)-L-alaninate